C(C)(C)(C)NC(=O)N1CCC(CC1)N1N=CC(=C1)NC1=NC=C(C(=N1)C1=C(C(=O)O)C=CC=C1)C (2-((1-(1-(tert-butylcarbamoyl)piperidin-4-yl)-1H-pyrazol-4-yl)amino)-5-methylpyrimidin-4-yl)benzoic acid